CCCCCCCCCCCCCCCCCC(=O)OC[C@H](COP(=O)([O-])OCC[N+](C)(C)C)OC(=O)CCC/C=C\CCCCCCCCCCCCCC 1-octadecanoyl-2-(5Z-eicosenoyl)-sn-glycero-3-phosphocholine